BrC=1N=C2N(N1)[C@@H](C[C@@H]2F)C2=C(C(=CC(=C2)F)F)F |r| rac-(5s,7s)-2-bromo-7-fluoro-5-(2,3,5-trifluorophenyl)-6,7-dihydro-5H-pyrrolo[1,2-b][1,2,4]triazole